(6-(Benzo[d][1,3]dioxol-5-yl)-1H-Pyrrolo[3,2-b]pyridin-2-yl)(piperidin-1-yl)methanone O1COC2=C1C=CC(=C2)C=2C=C1C(=NC2)C=C(N1)C(=O)N1CCCCC1